1-(4-(3-fluoro-5-(trifluoromethyl)benzyl)pyridin-2-yl)-N-(oxetan-3-yl)-1H-pyrazole-3-carboxamide FC=1C=C(CC2=CC(=NC=C2)N2N=C(C=C2)C(=O)NC2COC2)C=C(C1)C(F)(F)F